6-bromo-4,8-dimethylquinazoline BrC=1C=C2C(=NC=NC2=C(C1)C)C